15-((allyloxy)methyl)-22-azido-15-methyl-2,4,7,10,13,17,20-heptaoxadocosane C(C=C)OCC(COCCOCCOCCOCOC)(COCCOCCN=[N+]=[N-])C